C1(=CC=CC=C1)C1=NC(=NC(=N1)C1=CC=CC=C1)C1=C(C=C(C=C1)OCCOC(C(CCCC)CC)=O)O 2-(4,6-diphenyl-1,3,5-triazin-2-yl)-5-[2-(2-ethylhexanoyloxy)ethoxy]-phenol